(3R)-3-{[10-(difluoromethyl)-9-methyl-2-(1-methyl-1H-pyrazol-4-yl)[1,2,4]triazolo[1,5-c]quinazolin-5-yl]amino}azepan-2-one FC(C=1C=2C=3N(C(=NC2C=CC1C)N[C@H]1C(NCCCC1)=O)N=C(N3)C=3C=NN(C3)C)F